C1CCC2=C(C=3CCCC3C=C12)NC(=O)NS(=O)(=NCC1=CC=NC=C1)C=1C=NN2C1OCCC2 N-((1,2,3,5,6,7-hexahydro-s-indacen-4-yl)carbamoyl)-N'-(pyridin-4-ylmethyl)-6,7-dihydro-5H-pyrazolo[5,1-b][1,3]oxazine-3-sulfonimidamide